FC(CNC1CCC(CC1)NC(=O)C1=NC(=NC(=C1)C)N1C=NC=C1)F N-((1r,4r)-4-((2,2-difluoroethyl)amino)cyclohexyl)-2-(1H-imidazol-1-yl)-6-methyl-pyrimidine-4-carboxamide